C(C)O[Si](CCCSSSCCC[Si](OCC)(OCC)OCC)(OCC)OCC bis-(3-triethoxysilylpropyl) trisulfide